[Si](C1=CC=CC=C1)(C1=CC=CC=C1)(C(C)(C)C)C(CCCCOS(=O)(=O)C)=O Methanesulfonic acid 5-[tert-butyl (diphenyl) silyl]Oxopentyl ester